C12OCCCC2C1C(=O)N oxabicyclo[4.1.0]heptane-7-carboxamide